Methanesulfonic acid (2S)-2-methylazetidin-1-ium salt C[C@@H]1[NH2+]CC1.CS(=O)(=O)[O-]